C(C)(C)(C)[Si](C)(C)OC=1C(=C2CC[C@@](OC2=C(C1C)C)(C)CC\C=C(\CC\C=C(\CCC=C(CF)C)/C)/C)C tert-butyl(((R)-2-((3E,7E)-13-fluoro-4,8,12-trimethyltrideca-3,7,11-trien-1-yl)-2,5,7,8-tetramethylchroman-6-yl)oxy)dimethylsilane